O[C@@H](CO)C1=CC(=CC=N1)C1=CC=C(C=C1)C1=CC=C(C=C1)F 6-((R)-1,2-Dihydroxyethyl)-4-(4'-fluorobiphenyl-4-yl)pyridin